ClC=1C=NC(=C2C(C=C(N(C12)C1=C(C=C(C=C1Cl)F)Cl)C)=O)OCC(C(=O)NC)(F)F 3-((8-chloro-1-(2,6-dichloro-4-fluorophenyl)-2-methyl-4-oxo-1,4-dihydro-1,6-naphthyridin-5-yl)oxy)-2,2-difluoro-N-methylpropanamide